1-(tert-Butyl) 2-methyl (2S,3S)-pyrrolidine-1,2-dicarboxylate N1([C@@H](CCC1)C(=O)OC)C(=O)OC(C)(C)C